(R)-3-(ethoxymethoxy)-4-(5-methyl-3-(((tetrahydrofuran-2-yl)methyl)amino)-1,2,4-triazine-6-yl)benzaldehyde C(C)OCOC=1C=C(C=O)C=CC1C1=C(N=C(N=N1)NC[C@@H]1OCCC1)C